tribenzoyl-β-D-ribose C(C1=CC=CC=C1)(=O)[C@@]1([C@]([C@](O)(O[C@@H]1CO)C(C1=CC=CC=C1)=O)(O)C(C1=CC=CC=C1)=O)O